ClC=1C=C(C=CC1OC1=CC(=NC=C1)NC1=NC=CC=C1)NC=1C2=C(N=CN1)NC=C2C2CCN(CC2)C(C=C)=O 1-(4-(4-((3-chloro-4-((2-(pyridin-2-ylamino)pyridin-4-yl)oxy)phenyl)amino)-7H-pyrrolo[2,3-d]pyrimidin-5-yl)piperidin-1-yl)prop-2-en-1-one